difluoromethyl-potassium FC(F)[K]